5-(2-(tert-butylamino)-2-oxoacetyl)-N-(3-chloro-4-fluorophenyl)-2,4-dimethyl-1H-pyrrole-3-carboxamide C(C)(C)(C)NC(C(=O)C1=C(C(=C(N1)C)C(=O)NC1=CC(=C(C=C1)F)Cl)C)=O